C(C)(C)(C)C1=CC=C(C=C1)C=CC(=O)C1=C(C=CC=C1)O 3-(4-(tert-butyl)phenyl)-1-(2-hydroxyphenyl)prop-2-en-1-one